C(CCCCC)C(C(=O)OCCCCCCN(CCCCCCOC(C(CCCCCCCC)CCCCCC)=O)CCNC(=O)OC(C)(C)C)CCCCCCCC 6-[2-(tert-butoxycarbonylamino)ethyl-[6-(2-hexyldecanoyloxy)hexyl]amino]hexyl 2-hexyldecanoate